C(C)(C)OC(C1=C(C=C(C=C1)Br)CBr)=O 4-bromo-2-(bromomethyl)benzoic acid isopropyl ester